2-Cyclopropoxy-1-(4-(trans-2-phenylcyclopropanecarbonyl)piperazin-1-yl)ethanone C1(CC1)OCC(=O)N1CCN(CC1)C(=O)[C@H]1[C@@H](C1)C1=CC=CC=C1